CCCCCCCCCCCCC(=O)O[C@H](COC(=O)CCCCCCC/C=C\CCCCCCC)COP(=O)([O-])OCC[N+](C)(C)C 1-(9Z-heptadecenoyl)-2-tridecanoyl-glycero-3-phosphocholine